8-[(Mesitylacetyl)amino]-1,4-dioxaspiro[4.5]decan C1(=C(C(=CC(=C1)C)C)CC(=O)NC1CCC2(OCCO2)CC1)C